OC(=O)[C@H](C)C1=CC(C(=O)C2=CC=CC=C2)=CC=C1 (R)-Ketoprofen